N1C=C(C2=CC=CC=C12)C[C@@H](C(=O)NC1=CC=C(C=C1)N1CCOCC1)NS(=O)(=O)C1=CC=C(C(=O)NC)C=C1 (S)-4-(N-(3-(1H-indol-3-yl)-1-(4-morpholinophenylamino)-1-oxopropan-2-yl)sulfamoyl)-N-methylbenzamide